(1-(((3-(cyclobutylsulfanyl)pyridin-2-yl)methyl)amino)-2-methyl-1-oxopropan-2-yl)carbamic acid tert-butyl ester C(C)(C)(C)OC(NC(C(=O)NCC1=NC=CC=C1SC1CCC1)(C)C)=O